benzyl (3-((8-(3-fluoropicolinamido)quinolin-4-yl)(methyl)amino)propyl)carbamate FC=1C(=NC=CC1)C(=O)NC=1C=CC=C2C(=CC=NC12)N(CCCNC(OCC1=CC=CC=C1)=O)C